N1=CC=NC2=CC(=CC=C12)C1=CNC=2N=C(N=CC21)N[C@H](C(F)(F)F)C (S)-5-(quinoxalin-6-yl)-N-(1,1,1-trifluoropropan-2-yl)-7H-pyrrolo[2,3-d]pyrimidin-2-amine